ClC1=C(C=CC=C1Cl)N1CCN(CC1)CC[C@H]1C[C@H](C1)NC(=O)C1(CC1)O N-(cis-3-(2-(4-(2,3-dichlorophenyl)piperazin-1-yl)ethyl)cyclobutyl)-1-hydroxycyclopropane-1-carboxamide